(1,2,3,4-tetramethylcyclopentadienyl)tris(diethylamino)hafnium CC1(C(=C(C(=C1)C)C)C)[Hf](N(CC)CC)(N(CC)CC)N(CC)CC